FC1=CC=C(C=C1)N1N=C(C=2C1=NC(=NC2)C(=O)N(C)CC2=CC=C(C=C2)OC)OCC(C)C 1-(4-fluorophenyl)-3-isobutoxy-N-(4-methoxybenzyl)-N-methyl-1H-pyrazolo[3,4-d]pyrimidine-6-carboxamide